O=C1N(C(C2=CC=CC=C12)=O)C[C@@]1(OC2=C(C1)C=C(C=C2[C@@H](C)N[S@](=O)C(C)(C)C)F)C (R)-N-((R)-1-((R)-2-((1,3-dioxoisoindol-2-yl)methyl)-5-fluoro-2-methyl-2,3-dihydrobenzofuran-7-yl)ethyl)-2-methylpropan-2-sulfinamide